(5S,7S)-7-fluoro-3-oxo-2-(3-phenylcyclobutyl)-2,5,6,7-tetrahydro-3H-pyrrolo[2,1-c][1,2,4]triazole-5-carboxylic acid F[C@H]1C[C@H](N2C1=NN(C2=O)C2CC(C2)C2=CC=CC=C2)C(=O)O